C(C1=CC=CC=C1)(C1=CC=CC=C1)(C1=CC=CC=C1)N1C=NC(=C1)N1CC2COCC(C1)O2 7-(1-trityl-1H-imidazol-4-yl)-3,9-dioxa-7-azabicyclo[3.3.1]nonane